C(C)(C)(C)NC(=O)N1CC=2N(CC1)C(=C(C2C(=O)N)C2=CC=C(C=C2)OCC2=CC=C(C=C2)F)C2CC2 N2-tert-butyl-6-cyclopropyl-7-{4-[(4-fluorobenzyl)oxy]phenyl}-3,4-dihydropyrrolo[1,2-a]pyrazine-2,8(1H)-dicarboxamide